4-((2-methyl-6-nitrophenyl)amino)piperidine-1-carboxylic acid tert-butyl ester C(C)(C)(C)OC(=O)N1CCC(CC1)NC1=C(C=CC=C1[N+](=O)[O-])C